(7S,13R)-7,13-dimethyl-19-(oxan-2-yl)-8,14-dioxa-4,10,19,20,23-pentaazatetracyclo[13.5.2.12,6.018,21]tricosa-1(20),2(23),3,5,15(22),16,18(21)-heptaen-9-one C[C@H]1C2=CN=CC(C3=NN(C=4C=CC(O[C@@H](CCNC(O1)=O)C)=CC34)C3OCCCC3)=N2